CC(CCO)(CC(CC(CC(C)C)(C)C)(C)C)C 3,3,5,5,7,7,9-heptamethyldecanol